N-(3-(2-((4-(4-(2-((3R,5R,7R)-adamantan-1-yl)acetyl)piperazin-1-yl)-2-Methoxyphenyl)amino)-5-methyl-7-oxopyrido[2,3-d]pyrimidin-8(7H)-yl)-5-(trifluoromethyl)phenyl)-2-Aminoacetamide C12(CC3CC(CC(C1)C3)C2)CC(=O)N2CCN(CC2)C2=CC(=C(C=C2)NC=2N=CC3=C(N2)N(C(C=C3C)=O)C=3C=C(C=C(C3)C(F)(F)F)NC(CN)=O)OC